C(C1=CC=CC=C1)OC=1C(=C(C(=CC1)C)C1=NC(=CC2=C1N=CN=C2N(C(OC(C)(C)C)=O)CC2=C(C=C(C=C2)OC)OC)C=2CCOCC2)C tert-butyl (8-(3-(benzyloxy)-2,6-dimethylphenyl)-6-(3,6-dihydro-2H-pyran-4-yl) pyrido[3,4-d]pyrimidin-4-yl)(2,4-dimethoxybenzyl)carbamate